CCCCCCCCCCCCCCCC(=O)O[C@H](COCCCCCCCCCC/C=C\CCCCCC)COP(=O)([O-])OCC[N+](C)(C)C 1-(11Z-octadecenyl)-2-hexadecanoyl-sn-glycero-3-phosphocholine